FC1=CC=C(C(=O)N2CC(CCC2)C(=O)N2CCN(CC2)C2=CC(=NC3=CC=CC=C23)C)C=C1 (1-(4-fluorobenzoyl)piperidin-3-yl)(4-(2-methylquinolin-4-yl)piperazin-1-yl)methanone